FC(C(=O)O)(F)F.NCC1=CC(=NC=C1)S(=O)(=O)C[C@@H]1N(C[C@@H](C1)C1=CC=CC=C1)S(=O)(=O)N1CCS(CC1)(=O)=O 4-(((2R,4S)-2-(((4-(aminomethyl)pyridin-2-yl)sulfonyl)methyl)-4-phenylpyrrolidin-1-yl)sulfonyl)thiomorpholine 1,1-dioxide 2,2,2-trifluoroacetate